[C@H]1([C@H](O)[C@@H](O)[C@H](O)[C@H](O1)CO)OC[C@]1(O)[C@@H](O)[C@H](O)[C@H](O1)CO 1-O-alpha-D-glucopyranosyl-beta-D-fructose